C(C)(=O)C=1C=CC(=C(COC2=CC=CC(=N2)C2CCN(CC2)CC2=NC3=C(N2C[C@H]2OCC2)C=C(C=C3)C(=O)O)C1)F (S)-2-((4-(6-((5-acetyl-2-fluorobenzyl)oxy)pyridin-2-yl)piperidin-1-yl)methyl)-1-(oxetan-2-ylmethyl)-1H-benzo[d]imidazole-6-carboxylic acid